O=C1NC(CCC1N1C(C2=CC=CC(=C2C1=O)OCC(=O)N)=O)=O 2-[[2-(2,6-dioxopiperidin-3-yl)-1,3-dioxo-2,3-dihydro-1H-isoindol-4-yl]oxy]acetamide